tert-butyl N-[cis-3-aminocyclopentyl]carbamate CC(C)(C)OC(=O)N[C@H]1CC[C@H](C1)N